3-(5-((7-methyl-2-oxoindolin-3-ylidene)methyl)furan-2-yl)benzoic acid CC=1C=CC=C2C(C(NC12)=O)=CC1=CC=C(O1)C=1C=C(C(=O)O)C=CC1